3-phenyl-2-(sulfomethyl)acrylic acid sodium salt [Na+].C1(=CC=CC=C1)C=C(C(=O)[O-])CS(=O)(=O)[O-].[Na+]